(2R)-6-chloro-N-(3-{[(5,6-difluoro-1H-benzimidazol-2-yl)methyl]carbamoyl}bicyclo[1.1.1]pentan-1-yl)-4-oxo-3,4-dihydro-2H-1-benzopyran-2-carboxamide ClC=1C=CC2=C(C(C[C@@H](O2)C(=O)NC23CC(C2)(C3)C(NCC3=NC2=C(N3)C=C(C(=C2)F)F)=O)=O)C1